[Na].CC(=O)C acetone, sodium salt